2-chloro-6-fluoro-N-hydroxybenzene-1-carboimidoyl chloride ClC1=C(C(=CC=C1)F)C(=NO)Cl